N-[3-({2-[4-(cyclopropylmethoxy)-2-fluorophenyl]-4-[(methylamino)methyl]-1H-pyrrol-1-yl}sulfonyl)phenyl]cyclopropanesulfonamide C1(CC1)COC1=CC(=C(C=C1)C=1N(C=C(C1)CNC)S(=O)(=O)C=1C=C(C=CC1)NS(=O)(=O)C1CC1)F